N1C(=NC2=C1C=CC=C2)CNC2=NC(=NC=1N2N=CC1C(C)C)S(=O)(=O)C N-[(1H-benzimidazol-2-yl)methyl]-2-(methanesulfonyl)-8-(propan-2-yl)pyrazolo[1,5-a][1,3,5]triazin-4-amine